2-methyl-3-(3-methyl-2-buten-1-yl)naphthalene-1,4-dione CC=1C(C2=CC=CC=C2C(C1CC=C(C)C)=O)=O